C(C)(C)OC1=CC=C(C=N1)NC(=O)[C@@H]1CC12CCN(CC2)C(=O)[O-] (R)-1-((6-isopropoxypyridin-3-yl)carbamoyl)-6-azaspiro[2.5]octane-6-carboxylate